2-chloro-5-fluoro-4-[4-fluoro-2-(3-{3-[(methylsulfanyl)methyl]-5-nitrophenoxy}butoxy)phenyl]pyrimidine ClC1=NC=C(C(=N1)C1=C(C=C(C=C1)F)OCCC(C)OC1=CC(=CC(=C1)[N+](=O)[O-])CSC)F